C(C)(=O)N1C(CC2=CC=CC=C12)=O N-acetylindolone